tert-butyl 6-(3-(4-((5-(((5-(tert-butyl)oxazol-2-yl)methyl)thio)thiazol-2-yl)carbamoyl)piperidin-1-yl)propyl)-1-methyl-3,4-dihydroisoquinoline-2(1H)-carboxylate C(C)(C)(C)C1=CN=C(O1)CSC1=CN=C(S1)NC(=O)C1CCN(CC1)CCCC=1C=C2CCN(C(C2=CC1)C)C(=O)OC(C)(C)C